ClC1=NC=C(C=N1)CN1C=CC=C2C1=NC(N(C2=O)C2=CC(=CC(=C2)Cl)Cl)=O 8-((2-chloropyrimidin-5-yl)methyl)-3-(3,5-dichlorophenyl)pyrido[2,3-d]pyrimidine-2,4(3H,8H)-dione